(S)-(-)-1,1'-bi-2-naphthol C1=CC=C2C(=C1)C=CC(=C2C3=C(C=CC4=CC=CC=C43)O)O